6-bromopyrrolo[4,3,2-de]quinazolin-2(1H)-one BrC1=CC=C2C3=C(N=CN=C13)C(N2)=O